5-hydroxyl-2-mercaptobenzothiazole OC=1C=CC2=C(N=C(S2)S)C1